(R)-2-(1-cyclopropyl-2-hydroxy-2-methylpropyl)-7-(3-methyl-4-(5-methyl-1,3,4-oxadiazol-2-yl)phenyl)isoindolin-1-one C1(CC1)[C@H](C(C)(C)O)N1C(C2=C(C=CC=C2C1)C1=CC(=C(C=C1)C=1OC(=NN1)C)C)=O